2-(2-benzothiazolyl)-4-chlorophenol S1C(=NC2=C1C=CC=C2)C2=C(C=CC(=C2)Cl)O